ClC1=C(C(=O)NNC(=O)OC[C@]2([C@@H](N3C(C[C@H]3S2(=O)=O)=O)C(=O)O)C)C=C(C(=C1)O)O (2S,3R,5R)-3-(((2-(2-chloro-4,5-dihydroxybenzoyl)hydrazinecarbonyl)oxy)methyl)-3-methyl-7-oxo-4-thia-1-azabicyclo[3.2.0]heptane-2-carboxylic acid 4,4-dioxide